3-(1H-TETRAZOL-1-YL)PROPANOIC ACID N1(N=NN=C1)CCC(=O)O